(±)-cis-N-(8-amino-6-(2,4-dimethylpyridin-3-yl)-2,7-naphthyridin-3-yl)-2-fluorocycloPropanecarboxamide NC=1N=C(C=C2C=C(N=CC12)NC(=O)[C@H]1[C@H](C1)F)C=1C(=NC=CC1C)C |r|